CC1(OC2=C(C=3N(C1)C=NC3)C=C(C=C2)C(=O)[O-])C.[Li+] lithium 6,6-dimethyl-5,6-dihydrobenzo[f]imidazo[1,5-d][1,4]oxazepine-10-carboxylate